(2S,3S)-ethyl-3-aminobicyclo[2.2.2]octane-2-carboxylic acid C(C)C12[C@@H]([C@H](C(CC1)CC2)N)C(=O)O